N-(2-(N,S-dimethylsulfonimidoyl)pyridin-4-yl)-4,5-dimethyl-5-(trifluoromethyl)tetrahydrofuran-2-carboxamide CN=S(=O)(C)C1=NC=CC(=C1)NC(=O)C1OC(C(C1)C)(C(F)(F)F)C